N-(1-(4-fluorophenyl)-6-(6-propoxypyridin-3-yl)-1H-pyrazolo[3,4-d]pyrimidin-4-yl)-5-nitrothiophene-2-carboxamide FC1=CC=C(C=C1)N1N=CC=2C1=NC(=NC2NC(=O)C=2SC(=CC2)[N+](=O)[O-])C=2C=NC(=CC2)OCCC